5-methyl-4,5-dihydropyrazole-3,5-dicarboxylic acid di-tert-butyl ester C(C)(C)(C)OC(=O)C1=NNC(C1)(C(=O)OC(C)(C)C)C